C(=O)C1=CC=C(C=C1)C=1N=C(N(N1)C1=CC=C(C=C1)OC(F)(F)F)C(=N)N(C)C [5-(4-formylphenyl)-2-[4-(trifluoromethoxy)phenyl]-1,2,4-triazol-3-yl]-N,N-dimethylformamidine